F[P-](F)(F)(F)(F)F.N1CCC(CC1)=O 4-piperidone hexafluorophosphate salt